(1,1-dioxobenzo[d]thiazol-3(2H)-yl)methanone O=S1(CN(C2=C1C=CC=C2)C=O)=O